C(C1=CC=CC=C1)NC1=C2N=CN(C2=NC(=N1)C1=CC=C(C=C1)CC)[C@H]1[C@@H]([C@@H]([C@H](O1)C(=O)NC)O)O (2S,3S,4R,5R)-5-(6-(benzylamino)-2-(4-ethylphenyl)-9H-purin-9-yl)-3,4-dihydroxy-N-methyl-tetrahydrofuran-2-carboxamide